3-(2-methoxy-4-(trifluoromethyl)phenyl)-4-methyl-6-((1,5,5-trimethyl-piperidin-3-yl)amino)-1,2,4-triazin-5(4H)-one COC1=C(C=CC(=C1)C(F)(F)F)C1=NN=C(C(N1C)=O)NC1CN(CC(C1)(C)C)C